phenyl-N-(2-chloro-4-methoxyphenyl)-3-cyclopropylurea C1(=CC=CC=C1)N(C(=O)NC1CC1)C1=C(C=C(C=C1)OC)Cl